5-[methyl(piperidin-4-yl)amino][1,3]thiazolo[5,4-d][1,3]thiazol CN(C=1SC2=C(N1)SC=N2)C2CCNCC2